(hydroxymethyl)-7-nitro-2-phenyl-1H-indole OCN1C(=CC2=CC=CC(=C12)[N+](=O)[O-])C1=CC=CC=C1